(R)-4-(6-Amino-4-methyl-pyridin-3-yl)-2-hydroxymethyl-piperazine-1-carboxylic acid tert-butyl ester C(C)(C)(C)OC(=O)N1[C@H](CN(CC1)C=1C=NC(=CC1C)N)CO